N-(4-(aminomethyl)-pyridin-2-yl)-6-(5-methyl-1H-pyrazol-4-yl)benzo[d]thiazol-2-amine NCC1=CC(=NC=C1)NC=1SC2=C(N1)C=CC(=C2)C=2C=NNC2C